C(C)(C)(C)OC(NC1=CC=C(C=C1)CCl)=O (4-(chloromethyl)phenyl)carbamic acid tert-butyl ester